methyl-epoxychlorobutane CC1(C(CC)O1)Cl